[Zn+2].C1(=CC=CC=C1)S(=O)[O-].C1(=CC=CC=C1)S(=O)[O-] Benzenesulfinic acid zinc salt